C(C)C(CC(C(C(=O)[O-])S(=O)(=O)O)(C(=O)[O-])CC(CCCC)CC)CCCC.C(C)[N+](CC)=C1C=CC(C=C1)=C(C=CC=C(C1=CC=C(C=C1)N(CC)CC)C1=CC=C(C=C1)N(CC)CC)C1=CC=C(C=C1)N(CC)CC.C(C)[N+](CC)=C1C=CC(C=C1)=C(C=CC=C(C1=CC=C(C=C1)N(CC)CC)C1=CC=C(C=C1)N(CC)CC)C1=CC=C(C=C1)N(CC)CC N-ethyl-N-[4-[1,5,5-tris[4-(diethylamino)phenyl]-2,4-pentadienylidene]-2,5-cyclohexadien-1-ylidene]ethanaminium bis(2-ethylhexyl)sulfosuccinate